4-(5-(2,6-dimethylphenoxy)-1-(2-hydroxy-2-methylpropyl)-3-(tetrahydro-2H-pyran-4-yl)-1H-indazol-6-yl)-N-ethyl-6-methyl-7-oxo-6,7-dihydro-1H-pyrrolo[2,3-c]pyridine-2-carboxamide CC1=C(OC=2C=C3C(=NN(C3=CC2C=2C3=C(C(N(C2)C)=O)NC(=C3)C(=O)NCC)CC(C)(C)O)C3CCOCC3)C(=CC=C1)C